Cl.CNC1CC2=C(C=CS2)CC1 N-methyl-4,5,6,7-tetrahydrobenzothiophen-6-amine hydrochloride